methyl 4-(((1H-pyrazol-3-yl)methyl)thio)-3-iodobenzoate N1N=C(C=C1)CSC1=C(C=C(C(=O)OC)C=C1)I